methyltri(glycidyloxy)silane benzyl-(3-isocyanatobicyclo[1.1.1]pentan-1-yl)carbamate C(C1=CC=CC=C1)N(C(O)=O)C12CC(C1)(C2)N=C=O.C[Si](OCC2CO2)(OCC2CO2)OCC2CO2